NC=1C2=C(C(NN1)=O)N(C=C2I)C2CNCC2 4-amino-3-iodo-1-(pyrrolidin-3-yl)-1,6-dihydro-7H-pyrrolo[2,3-d]pyridazin-7-one